NCCCCCOC1CN(CCC1)CC(=O)O 2-{3-[(5-aminopentyl)oxy]piperidin-1-yl}acetic acid